5-((2-chloro-N-(furan-2-ylmethyl) benzoylamino) methyl)-2-methoxyphenyl 4-butyrylaminobenzenesulfonate C(CCC)(=O)NC1=CC=C(C=C1)S(=O)(=O)OC1=C(C=CC(=C1)CN(CC=1OC=CC1)C(C1=C(C=CC=C1)Cl)=O)OC